FC(C1=CC=C2CCCNC2=C1)(F)F 7-(trifluoromethyl)-1,2,3,4-tetrahydroquinoline